(3S*,3aR*,6S*,7R*,7aR*)-1,7-dibenzyl-N-((1R,4S)-4-methylcyclohexyl)-4-oxooctahydro-6H-3,6-methanopyrrolo[3,2-c]pyridine-6-carboxamide C(C1=CC=CC=C1)N1C[C@@H]2[C@H]3C(N[C@]([C@@H]([C@H]31)CC3=CC=CC=C3)(C2)C(=O)NC2CCC(CC2)C)=O |o1:9,10,13,14,15|